diamyl maleate C(\C=C/C(=O)OCCCCC)(=O)OCCCCC